P(=O)(OCC(COC(CCCCCCCCCCCCC)=O)OC(CCCC1(N=N1)CCCCCCCCC)=O)(OCC[N+](C)(C)C)[O-] 2-((4-(3-nonyl-3H-diazirin-3-yl)butanoyl)oxy)-3-(tetradecanoyloxy)propyl (2-(trimethylammonio)ethyl) phosphate